CN(C=1C=C2CCNC(C2=CC1)CNC=1C=NC=CC1C(=O)O)C1=CC=C(C=C1)C(C)C 3-([(6-(methyl[4-(methylethyl)phenyl]amino)-1,2,3,4-tetrahydroisoquinolyl)methyl]amino)pyridine-4-carboxylic acid